(R)-2-((3-(dimethylamino)phenyl)amino)-2-oxo-1-phenylethyl 3-amino-6-(1-(piperidin-4-yl)-1H-pyrazol-4-yl)pyrazine-2-carboxylate hydrochloride Cl.NC=1C(=NC(=CN1)C=1C=NN(C1)C1CCNCC1)C(=O)O[C@@H](C(=O)NC1=CC(=CC=C1)N(C)C)C1=CC=CC=C1